COC1=C2C=CC=NC2=C(C=C1)S(=O)(=O)NC1=C(C=CC=C1)C#CC1=CC=C(C(=O)O)C=C1 4-{2-[2-(5-methoxyquinoline-8-sulfonamido)phenyl]ethynyl}benzoic acid